NC(C(=O)NC1=CC=CC=C1)(CCCC)CCCC Amino-2-butyl-N-phenylhexanamide